(2R)-1-tert-butoxycarbonyl-2-[[tert-butyl(dimethyl)silyl]oxymethyl]pyrrolidine-2-carboxylic acid C(C)(C)(C)OC(=O)N1[C@@](CCC1)(C(=O)O)CO[Si](C)(C)C(C)(C)C